tert-butyl-N-[2-(4-fluorophenyl)ethyl]-N-[3-(1H-pyrazol-4-ylamino)propyl]carbamate C(C)(C)(C)OC(N(CCCNC=1C=NNC1)CCC1=CC=C(C=C1)F)=O